C(C)(C)(C)OC(=O)N1CCN(CC1)C1=C2C=CC(=NC2=C(C=C1)C(=O)OC)OC methyl 5-[4-(tert-butoxycarbonyl)piperazin-1-yl]-2-methoxyquinoline-8-carboxylate